(R)-2-acetamido-3-pyridine-propionic acid C(C)(=O)NC1=NC=CC=C1CCC(=O)O